BrCCCNC(OCC1=CC=CC=C1)=O benzyl N-(3-bromopropyl)carbamate